COC(=O)N1CCC2(CN(C(N2CC2=CC(=CC(=C2)OC)F)=O)C2=CC=C(C=C2)C=2C=NNC2)CC1 3-(4-(1H-pyrazol-4-yl)phenyl)-1-(3-fluoro-5-methoxybenzyl)-2-oxo-1,3,8-triazaspiro[4.5]decane-8-carboxylic acid methyl ester